Cl[Si]1(CC[Si](CC1)(CC)Cl)Cl 1,1,4-trichloro-4-ethyl-1,4-disilacyclohexane